6-(3,5-difluoroanilino)-3-methoxy-N-(1-methylcyclobutyl)pyridine-2-carboxamide FC=1C=C(NC2=CC=C(C(=N2)C(=O)NC2(CCC2)C)OC)C=C(C1)F